1-(5-((2,6-dichlorobenzyl)oxy)-3,3-dimethyl-2,3-dihydro-1H-inden-1-yl)piperidine-4-carboxylic acid methyl ester COC(=O)C1CCN(CC1)C1CC(C2=CC(=CC=C12)OCC1=C(C=CC=C1Cl)Cl)(C)C